3-hydroxymyristate OC(CC(=O)[O-])CCCCCCCCCCC